methyl 3-methyl-5-(4,4,5,5-tetramethyl-1,3,2-dioxaborolan-2-yl)picolinate CC=1C(=NC=C(C1)B1OC(C(O1)(C)C)(C)C)C(=O)OC